2,3-dibromo-quinoxaline BrC1=NC2=CC=CC=C2N=C1Br